IC1=CC=C(C=C1)C1=NN=C(N=N1)CCNC(=O)NC 1-[2-[6-(4-iodophenyl)-1,2,4,5-tetrazin-3-yl]ethyl]-3-methylurea